1-fluoro-8-hexadecanol FCCCCCCCC(CCCCCCCC)O